beta-methylene-3beta-pivaloyloxy-5beta-androstane C=CC(C(=O)O[C@@H]1C[C@H]2CC[C@H]3[C@@H]4CCC[C@@]4(C)CC[C@@H]3[C@]2(CC1)C)(C)C